tert-butyl (2R)-1-(2,3,5,6-tetrafluoropyridin-4-yl)pyrrolidine-2-carboxylate FC1=NC(=C(C(=C1F)N1[C@H](CCC1)C(=O)OC(C)(C)C)F)F